C1(CCC1)C=1C(=C(C(=O)O)C=C(C1)C1=NNC(=C1)CC)C cyclobutyl-5-(5-ethyl-1H-pyrazol-3-yl)-2-methylbenzoic acid